1-(10-(4-(naphthalen-2-yl)phenyl-2,3,5,6-d4)anthracene-9-yl-1,2,3,4,5,6,7,8-d8)dibenzo[b,d]furan-2,3,4,6,7,8,9-d7 C1=C(C=CC2=CC=CC=C12)C1=C(C(=C(C(=C1[2H])[2H])C1=C2C(=C(C(=C(C2=C(C2=C(C(=C(C(=C12)[2H])[2H])[2H])[2H])C1=C(C(=C(C=2OC3=C(C21)C(=C(C(=C3[2H])[2H])[2H])[2H])[2H])[2H])[2H])[2H])[2H])[2H])[2H])[2H])[2H]